COC=1C=C(C=C2C(=NC=NC12)N[C@H](C)C=1N=NC(=CC1)C)N1N=CC=C1C (R)-8-methoxy-6-(5-methyl-1H-pyrazol-1-yl)-N-(1-(6-methylpyridazin-3-yl)ethyl)quinazolin-4-amine